C(N)(=O)C=1C=C(SC1)C1=NC(=NC=C1C(F)(F)F)N[C@@H]1[C@@H](CN(CC1)C(=O)OC(C)(C)C)C Tert-butyl (3R,4S)-4-((4-(4-carbamoylthiophen-2-yl)-5-(trifluoromethyl)pyrimidin-2-yl)amino)-3-methylpiperidine-1-carboxylate